C1(CCCCC1)[C@@H](C(=O)NC=1C=C2CC(CC2=CC1)(C(NC)=O)N1C(NC(CC1)C)=O)NC(=O)C1=CC=NN1C N-((1S)-1-cyclohexyl-2-((2-(4-methyl-2-oxotetrahydropyrimidin-1(2H)-yl)-2-(methylcarbamoyl)-2,3-dihydro-1H-inden-5-yl)amino)-2-oxoethyl)-1-methyl-1H-pyrazole-5-carboxamide